1-(4-(trifluoromethyl)benzyl)-1H-pyrazole-4-carboxylic acid FC(C1=CC=C(CN2N=CC(=C2)C(=O)O)C=C1)(F)F